tert-butyl 4-(2-fluoro-4-nitrophenyl)-3-oxopiperazine-1-carboxylate FC1=C(C=CC(=C1)[N+](=O)[O-])N1C(CN(CC1)C(=O)OC(C)(C)C)=O